NC(C(=O)NC1=CC=C(C=C1)C1=C2C(=NC=C1)NC=C2)=CC2=C(C=CC=C2)Cl 2-Amino-3-(2-chlorophenyl)-N-[4-(1H-pyrrolo[2,3-b]pyridin-4-yl)phenyl]propenamide